1-methyl-3-(3-methylpyrrolidin-3-yl)pyrrolidine CN1CC(CC1)C1(CNCC1)C